5-chloro-7-(3-methoxy-2,6-dimethylphenyl)-2-methyl-2H-pyrazolo[4,3-b]pyridin-6-amine ClC=1C(=C(C=2C(N1)=CN(N2)C)C2=C(C(=CC=C2C)OC)C)N